Methyl 6-chloro-1-(5-((2-hydroxyethyl)thio)-2-methoxy-4-nitrophenyl)-1H-pyrazolo[4,3-c]pyridine-3-carboxylate ClC1=CC2=C(C=N1)C(=NN2C2=C(C=C(C(=C2)SCCO)[N+](=O)[O-])OC)C(=O)OC